4-(6-ethoxypyrazin-2-yl)-2-(trifluoromethyl)benzoic acid C(C)OC1=CN=CC(=N1)C1=CC(=C(C(=O)O)C=C1)C(F)(F)F